2-(((6-Fluoro-5-(4-fluoro-3-(5-(7-hydroxy-2-(3-iodophenyl)-6,6-dimethylheptan-2-yl)-1H-imidazol-2-yl)phenoxy)-1H-indol-4-yl)methyl)sulfonyl)acetic acid FC1=C(C(=C2C=CNC2=C1)CS(=O)(=O)CC(=O)O)OC1=CC(=C(C=C1)F)C=1NC(=CN1)C(C)(CCCC(CO)(C)C)C1=CC(=CC=C1)I